1-(9Z-octadecenoyl)-2-(9Z,12Z,15Z-octadecatrienoyl)-glycero-3-phospho-(1'-sn-glycerol) CCCCCCCC/C=C\CCCCCCCC(=O)OC[C@H](COP(=O)(O)OC[C@H](CO)O)OC(=O)CCCCCCC/C=C\C/C=C\C/C=C\CC